aluminium hypophosphite [PH2](=O)[O-].[Al+3].[PH2](=O)[O-].[PH2](=O)[O-]